9,9-diphenyl-9H-fluorene-2-yl-amine C1(=CC=CC=C1)C1(C2=CC=CC=C2C=2C=CC(=CC12)N)C1=CC=CC=C1